3-fluoro-5H-dibenzo[b,f]azepine FC=1C=CC2=C(NC3=C(C=C2)C=CC=C3)C1